FC1=C(C(=CC=C1)F)[C@@H](C(=O)OC)N1C[C@H](N([C@H](C1)C(NCC1=CC=C(C=C1)C1=NC=CC=N1)=O)C(C(C)C)=O)C methyl (S)-2-(2,6-difluorophenyl)-2-((3R,5R)-4-isobutyryl-3-methyl-5-((4-(pyrimidin-2-yl)benzyl)carbamoyl)piperazin-1-yl)acetate